COC1=C(C=CC=C1)S(=O)(=N)C S-(2-methoxyphenyl)-S-methylsulfoximin